OC[C@@H]1O[C@@H](C[C@@H]2[C@H]1OC1=C2C=C(C=C1)NC(=O)C1CCC1)CC(NCC1=NC=CC=C1)=O N-[(1S,3S,4aS,9aR)-1-(hydroxymethyl)-3-[2-oxo-2-(pyridin-2-ylmethylamino)ethyl]-3,4,4a,9a-tetrahydro-1H-pyrano[3,4-b][1]benzofuran-6-yl]cyclobutanecarboxamide